4-{[3-(1-cyclopropyl-1H-benzo[d][1,2,3]triazol-5-yl)-5-(4-trifluoromethylphenyl)-1H-pyrazol-1-yl]methyl}-N-hydroxybenzoamide C1(CC1)N1N=NC2=C1C=CC(=C2)C2=NN(C(=C2)C2=CC=C(C=C2)C(F)(F)F)CC2=CC=C(C(=O)NO)C=C2